COCOC1=CC=C(C=C1)C=CC(C=CCCC1=CC=C(C=C1)OC)=O 1-(4-methoxymethoxyphenyl)-7-(4-methoxyphenyl)-1,4-heptadien-3-one